N,N-diethyl-2-{[8-fluoro-6-hydroxy-7-(1,1,4-trioxo-1λ6,2,5-thiadiazolidin-2-yl)naphthalen-2-yl]oxy}acetamide C(C)N(C(COC1=CC2=C(C(=C(C=C2C=C1)O)N1S(NC(C1)=O)(=O)=O)F)=O)CC